C1(=CC=CC=C1)C1N(C(OC1([2H])[2H])=O)C(C=CC1=C(C=CC=C1)OC(F)(F)F)=O 4-phenyl-3-(3-(2-trifluoromethoxyphenyl)acryloyl)oxazolidin-2-one-5,5-d2